S(=O)(=O)([O-])[O-].OC(C(C1=CC=CC=C1)[P+](CC)(CC)CC)C1=CC=CC=C1.OC(C(C1=CC=CC=C1)[P+](CC)(CC)CC)C1=CC=CC=C1 (Z-hydroxy-1,2-diphenylethyl)-triethylphosphonium sulfate